(S)-11-Amino-3-cyclopropyl-7-(1-methylcyclopropyl)-4,5,6,7-tetrahydroisoxazolo[4'',3'':6',7']cyclohepta[1',2':4,5]pyrrolo[2,3-d]pyrimidin-4-ol NC=1C2=C(N=CN1)N(C1=C2C=2C([C@H](CC1)O)=C(ON2)C2CC2)C2(CC2)C